OC(CN(CC(C)O)C1CCCCC1)C N,N-bis(2-hydroxypropyl)cyclohexylamine